[Pt].C1(=CC=CC=C1)C(CC(C)=O)=O.C1(=CC=CC=C1)C(CC(C)=O)=O bis(1-phenyl-1,3-butanedione) platinum